Cl.NCCC1=C(C=CC=C1)C=1SC(=CN1)CNC(=O)C1=CC2=C(S(C3=C(C(N2)=O)C=CC=C3)(=O)=O)C=C1 N-((2-(2-(2-aminoethyl)phenyl)thiazol-5-yl)methyl)-11-oxo-10,11-dihydrodibenzo[b,f][1,4]thiazepine-8-carboxamide 5,5-dioxide hydrochloride